N-(6-chloro-4-methoxypyridin-3-yl)-1-formyl-3-(2-isopropylphenyl)azetidine-3-carboxamide ClC1=CC(=C(C=N1)NC(=O)C1(CN(C1)C=O)C1=C(C=CC=C1)C(C)C)OC